CN1CCC(CC1)NC(=O)[C@@H]1CC12CCN(CC2)C(=O)OC(C(F)(F)F)C(F)(F)F |r| 1,1,1,3,3,3-hexafluoro-propan-2-yl (±)-1-((1-meth-ylpiperidin-4-yl)carbamoyl)-6-azaspiro-[2.5]octane-6-carboxylate